N-{1-[(4S)-7-(3,5-dimethylisoxazol-4-yl)-4-pyridin-2-yl-4,5-dihydroimidazo[1,5,4-de][1,4]benzoxazin-2-yl]azetidin-3-yl}propanamide CC1=NOC(=C1C1=CC=C2C=3N([C@H](COC31)C3=NC=CC=C3)C(=N2)N2CC(C2)NC(CC)=O)C